tert-butyl 4-[1'-(2,6-dioxo-3-piperidyl)-2'-oxo-spiro[cyclopropane-1,3'-indoline]-5'-yl]piperidine-1-carboxylate O=C1NC(CCC1N1C(C2(C3=CC(=CC=C13)C1CCN(CC1)C(=O)OC(C)(C)C)CC2)=O)=O